(3-(4-(2-fluoro-3-methoxyphenoxy)phenyl)-7-methoxy-1H-pyrazolo[4,3-c]pyridin-1-yl)cyclohexanecarboxylic acid FC1=C(OC2=CC=C(C=C2)C2=NN(C3=C2C=NC=C3OC)C3(CCCCC3)C(=O)O)C=CC=C1OC